methyl (E)-4-[2-(tert-butoxycarbonylamino)ethyl-methyl-amino]but-2-enoate C(C)(C)(C)OC(=O)NCCN(C/C=C/C(=O)OC)C